CN1C(C2=NC(=C(C=C2C1)[N+](=O)[O-])N1CCOCC1)=O 6-methyl-2-morpholino-3-nitro-5H-pyrrolo[3,4-b]pyridin-7-one